O=C1C(C(=NN1C=1SC=C(N1)C1=CC=C(C(=O)NCCN2CCC(CC2)C(=O)N)C=C1)C1=CC=CC=C1)=NNC=1SC=CN1 1-(2-(4-(2-(5-oxo-3-phenyl-4-(2-(thiazol-2-yl)hydrazineylidene)-4,5-dihydro-1H-pyrazol-1-yl)thiazol-4-yl)benzamido)ethyl)piperidine-4-carboxamide